CC1(C(C(=C(C=C1CCCCC)O)C1=CC=CC=C1)O)C=1N=CSC1 3-methyl-4-pentyl-3-(thiazol-4-yl)-[1,1'-biphenyl]-2,6-diol